4-Ethoxy-2-butanone C(C)OCCC(C)=O